3-(1-cyclopentyl-1H-benzo[d][1,2,3]triazol-5-yl)-5-(4-isopropoxyphenyl)-1,2,4-oxadiazole C1(CCCC1)N1N=NC2=C1C=CC(=C2)C2=NOC(=N2)C2=CC=C(C=C2)OC(C)C